(S)-Ethyl 2-(3-(3-(5-((dicyclopropylmethyl) carbamoyl) oxazol-2-yl) phenyl)-1-(2-hydroxy-2-methylpropyl)-1H-pyrazole-5-carboxamido)-3-methylbutyrate C1(CC1)C(C1CC1)NC(=O)C1=CN=C(O1)C=1C=C(C=CC1)C1=NN(C(=C1)C(=O)N[C@H](C(=O)OCC)C(C)C)CC(C)(C)O